C(=O)(O)C1=CC=C(C=C1)C=1C2=CC=C(N2)C(=C2C=CC(C(=C3C=CC(=C(C=4C=CC1N4)C4=CC=C(C=C4)C(=O)O)N3)C3=CC=C(C=C3)C(=O)O)=N2)C2=CC=C(C=C2)C(=O)O.[Cu] copper 5,10,15,20-tetrakis(4-carboxyphenyl)porphyrin